6-(piperidin-4-yl)-1H-benzo[d]imidazole N1CCC(CC1)C=1C=CC2=C(NC=N2)C1